CC1(C2=CC=CC=C2C=2C=CC(=CC12)NC(C)=O)C N-(9,9-dimethyl-9H-fluoren-2-yl)acetamide